L-homolanthionine N[C@@H](CCSCC[C@H](N)C(=O)O)C(=O)O